N-(4-(5-benzyl-2-(4-fluorophenyl)-4,5,6,7-tetrahydropyrazolo[1,5-a]pyrazin-3-yl)pyridin-2-yl)-2-(4-fluorophenyl)acetamide C(C1=CC=CC=C1)N1CC=2N(CC1)N=C(C2C2=CC(=NC=C2)NC(CC2=CC=C(C=C2)F)=O)C2=CC=C(C=C2)F